FC1(CCC(CC1)CN1N=CC(=C1)C=1C(=NC(=CC1)C)C1=CC=C2C=C(N=NC2=C1)OC)F 7-(3-{1-[(4,4-difluorocyclohexyl)methyl]-1H-pyrazol-4-yl}-6-methylpyridin-2-yl)-3-methoxycinnoline